2-(3-chloro-2-(4,4-difluoropiperidin-1-yl)benzyl)-2,8-diazaspiro[4.5]decane ClC=1C(=C(CN2CC3(CC2)CCNCC3)C=CC1)N1CCC(CC1)(F)F